2-(5-(2-ethoxyvinyl)-2-oxo-4-(trifluoromethyl) pyrimidin-1(2H)-yl)-4-methylpentanoate C(C)OC=CC=1C(=NC(N(C1)C(C(=O)[O-])CC(C)C)=O)C(F)(F)F